ClC1=CC(=CC(=N1)N1CCN(CC1)S(=O)(=O)C1=CC=C(C=C1)N1C[C@@H](CC1=O)NC(OC(C)(C)C)=O)C([C@H]1[C@@H](C1)CO)(F)F Tert-butyl N-[(3R)-1-[4-[4-[6-chloro-4-[trans-difluoro-[2-(hydroxymethyl)cyclopropyl]methyl]-2-pyridyl]piperazin-1-yl]sulfonylphenyl]-5-oxo-pyrrolidin-3-yl]carbamate